2,6-Difluoro-3-(3-methyl-5-(methyl(tetrahydro-2H-pyran-4-yl)amino)-1H-pyrazolo[4,3-d]pyrimidin-1-yl)-5-(trifluoromethyl)phenol FC1=C(C(=C(C=C1N1N=C(C=2N=C(N=CC21)N(C2CCOCC2)C)C)C(F)(F)F)F)O